(R)-N-(3-(3,5-dimethylisoxazol-4-yl)-4-(piperidin-2-ylmethoxy)phenyl)-2,4-dimethyloxazole-5-carboxamide CC1=NOC(=C1C=1C=C(C=CC1OC[C@@H]1NCCCC1)NC(=O)C1=C(N=C(O1)C)C)C